C(CCCC)C(C=NO)=CC1=CC=CC=C1 alpha-amyl-cinnamaldehyde oxime